4-{[(1-benzoyl-3-{1-[(3-hydroxypyrrolidin-1-yl)sulfonyl]-4-methylpiperidin-3-yl}-1H-pyrazol-5-yl)(methyl)amino]methyl}benzene-1-carboximidamide C(C1=CC=CC=C1)(=O)N1N=C(C=C1N(C)CC1=CC=C(C=C1)C(N)=N)C1CN(CCC1C)S(=O)(=O)N1CC(CC1)O